ClC1=CC=C(/C=C/C=2C=C(C(=O)NC(C)CCO)C=CC2OC)C=C1 (E)-3-(4-chlorostyryl)-N-(4-hydroxybut-2-yl)-4-methoxybenzamide